N-[(1R)-1-(4-bromophenyl)ethyl]thieno[2,3-d]pyrimidin-4-amine BrC1=CC=C(C=C1)[C@@H](C)NC=1C2=C(N=CN1)SC=C2